C(C)(C)(C)C=1C(=NC=CC1)C1=NC=CC=C1 3-t-butyl-bipyridine